C(C)(C)(C)OC(NC1=NC=CC(=C1)C1=C(N=C(N1COCC[Si](C)(C)C)SC)C1=CC(=CC=C1)[N+](=O)[O-])=O tert-butyl(4-(2-(methylthio)-4-(3-nitrophenyl)-1-((2-(trimethylsilyl)ethoxy)methyl)-1H-imidazol-5-yl)pyridin-2-yl)carbamate